COC(=O)[C@H]1N(CCN(C1)C1=CC(N(C2=CC=C(N=C12)C#N)C)=O)C(C1=CC=C(C=C1)F)C1=CC=C(C=C1)F (S)-1-(bis(4-fluorophenyl)methyl)-4-(6-cyano-1-methyl-2-oxo-1,2-dihydro-1,5-naphthyridin-4-yl)piperazine-2-carboxylic acid methyl ester